FC(C1=CC=C(C=N1)[C@@H]1C[C@@H](CC1)N1CC2(CS(C2)(=O)=O)CC1)(F)F 6-((1R,3S)-3-(6-(Trifluoromethyl)pyridin-3-yl)cyclopentyl)-2-thia-6-azaspiro[3.4]octane 2,2-dioxide